(S)-2-(3-((tert-butyldimethylsilyl)oxy)pyrrolidin-1-yl)ethan-1-ol [Si](C)(C)(C(C)(C)C)O[C@@H]1CN(CC1)CCO